C(C1=CC=CC=C1)OC1=CC=C(C=N1)[C@H](CC(=O)O)N1N=C(C=C1)CCCC1=NC=2NCCCC2C=C1 (S)-3-(6-(benzyloxy)pyridin-3-yl)-3-(3-(3-(5,6,7,8-tetrahydro-1,8-naphthyridin-2-yl)propyl)-1H-pyrazol-1-yl)propanoic acid